C(OC[C@H]1O[C@@]([C@@H]([C@@H]1O)O)(C#N)C1=CC=C2C(=NC=NN21)N)(OC(C)C)=O ((2R,3S,4R,5R)-5-(4-aminopyrrolo[2,1-f][1,2,4]triazin-7-yl)-5-cyano-3,4-dihydroxytetrahydrofuran-2-yl)methyl isopropyl carbonate